butylbis(tricyclo[3.3.1.13,7]dec-1-yl)phosphine C(CCC)P(C12CC3CC(CC(C1)C3)C2)C23CC1CC(CC(C2)C1)C3